ClC=1C=C(C=CC1F)NC(=O)C1=C(N=CN1C)C1CC2CC(CC2C1)(C=1C(=NN(C1)C1CCC(CC1)O)C(F)(F)F)O N-(3-chloro-4-fluorophenyl)-4-(5-hydroxy-5-(1-(4-hydroxycyclohexyl)-3-(trifluoromethyl)-1H-pyrazol-4-yl)octahydropentalen-2-yl)-1-methyl-1H-imidazole-5-carboxamide